C(C=C)OC=1C=CC(=C(CCNC(OC(C)(C)C)=O)C1)OC tert-butyl (5-(allyloxy)-2-methoxyphenethyl)carbamate